4-(1-cyclopropyl-4-fluoro-2-methyl-1H-benzo[d]imidazol-6-yl)-N-(3-ethoxy-4-((4-ethylpiperazin-1-yl)methyl)phenyl)-5-fluoropyrimidin-2-amine C1(CC1)N1C(=NC2=C1C=C(C=C2F)C2=NC(=NC=C2F)NC2=CC(=C(C=C2)CN2CCN(CC2)CC)OCC)C